5,6-dimethyl-N-(2-(1-methylpiperidin-4-yl)ethyl)-6H-pyrido[4,3-b]carbazole-9-carboxamide CC1=C2C(=CC=3C=4C=C(C=CC4N(C13)C)C(=O)NCCC1CCN(CC1)C)C=NC=C2